NC1C(N(C2=C(OC1)C=C(C=C2F)F)C)=O 3-amino-6,8-difluoro-5-methyl-2,3-dihydrobenzo[b][1,4]oxazepin-4(5H)-one